FC=1C=C(CNC(=O)C2=C3NC(=NC3=NC=N2)[C@@H]2OCCC2)C=C(C1)C=1C=NN(C1)C1=CC=C(C=C1)F (R)-N-(3-fluoro-5-(1-(4-fluorophenyl)-1H-pyrazol-4-yl)benzyl)-8-(tetrahydrofuran-2-yl)-7H-Purine-6-carboxamide